tert-butyl-2-(3-chloropyridin-4-yl)pyrido[3,4-d]pyrimidin-4-amine C(C)(C)(C)C1=CN=CC=2N=C(N=C(C21)N)C2=C(C=NC=C2)Cl